tert-butyl 4-(3-bromo-4-methoxycarbonyl-phenyl)-3,3-difluoro-piperidine-1-carboxylate BrC=1C=C(C=CC1C(=O)OC)C1C(CN(CC1)C(=O)OC(C)(C)C)(F)F